((3S,4R)-3-amino-4-fluoropyrrolidin-1-yl)(3,4-dichloro-5-fluoro-1H-indol-2-yl)methanone N[C@H]1CN(C[C@H]1F)C(=O)C=1NC2=CC=C(C(=C2C1Cl)Cl)F